CN(C)CC1CN(CC1)C(CN(C(C1=C(C=C(C=C1)NC=1C=2N(C=CN1)C(=CN2)C2=CC(=C(C=C2)OC)F)C)=O)C)=O N-[2-[3-[(dimethylamino)methyl]pyrrolidin-1-yl]-2-oxo-ethyl]-4-[[3-(3-fluoro-4-methoxy-phenyl)imidazo[1,2-a]pyrazin-8-yl]amino]-N,2-dimethyl-benzamide